ClC1=C(C(=O)O)C(=CC=C1)C(F)(F)F 2-chloro-6-(trifluoromethyl)benzoic acid